(S)-quinuclidin-3-yl (5-(2-ethoxy-5-fluorophenyl)-2,2-dimethyl-2,3-dihydro-1H-inden-1-yl)carbamate C(C)OC1=C(C=C(C=C1)F)C=1C=C2CC(C(C2=CC1)NC(O[C@@H]1CN2CCC1CC2)=O)(C)C